2-(2-chlorophenyl)-N-[4-(4-chloro-1H-pyrazol-1-yl)-3-sulfamoylphenyl]acetamide ClC1=C(C=CC=C1)CC(=O)NC1=CC(=C(C=C1)N1N=CC(=C1)Cl)S(N)(=O)=O